C(CCCCCCCCC)\C\1=C/CCCCCC1 (1Z)-1-decylcyclooct-1-ene